7-Chloro-5-(2-(trifluoromethoxy)phenyl)imidazo[1,2-a]quinoxalin-4(5H)-one ClC=1C=C2N(C(C=3N(C2=CC1)C=CN3)=O)C3=C(C=CC=C3)OC(F)(F)F